4-(2-((S)-7-(4-fluorobenzyl)-6-(hydroxymethyl)-2-methyl-2,3-dihydro-1H-pyrido[2,3-b][1,4]oxazin-1-yl)-2-oxoethyl)-2-methylpiperazine-1-carboxylate FC1=CC=C(CC2=CC3=C(OC[C@@H](N3C(CN3CC(N(CC3)C(=O)[O-])C)=O)C)N=C2CO)C=C1